C(CC(=O)C)(=O)[O-].C(C)[Al+] ethylaluminum monoacetoacetate